3-[tert-butoxycarbonyl-(methyl)amino]propanoic acid C(C)(C)(C)OC(=O)N(CCC(=O)O)C